C(#N)C=1C(=C(C(=O)NC2=CC=C3C=NN(C3=C2)C=2SC(=CN2)C)C=CC1)C(C)C 3-Cyano-2-isopropyl-N-(1-(5-methylthiazol-2-yl)-1H-indazol-6-yl)benzamide